N1=CC=C(C=C1)C1=CC(=CC=C1)C1=CC=NC=C1 1,3-bis(4-pyridyl)benzene